N(=[N+]=[N-])C1=CC=C(C=C1)NC(=O)C=1C=NN2C1N=C(C=C2C)C N-(4-AZIDOPHENYL)-5,7-DIMETHYLPYRAZOLO[1,5-a]PYRIMIDINE-3-CARBOXAMIDE